OC1C(O)S1 dihydroxyethylene sulfide